hexahydrophthalic acid diacrylate C(C=C)(=O)O.C(C=C)(=O)O.C(C1C(C(=O)O)CCCC1)(=O)O